CN1N=C(C=C1NC1=CC=C(C=C1)OC(F)(F)F)C1=CC=C(C(=O)OC)C=C1 Methyl 4-[1-methyl-5-[4-(trifluoromethoxy)anilino]pyrazol-3-yl]benzoate